FCCN1CC(N(CC1)CC(=O)NC=1C=C(C(=NC1)C)NC(=O)C=1C=C2C(=NC1)NC(=C2)C=2C=NN(C2)C)(C)C N-(5-(2-(4-(2-fluoroethyl)-2,2-dimethylpiperazin-1-yl)acetamido)-2-methylpyridin-3-yl)-2-(1-methyl-1H-pyrazol-4-yl)-1H-pyrrolo[2,3-b]pyridine-5-carboxamide